(8-fluoronaphthalen-1-yl)boric acid FC=1C=CC=C2C=CC=C(C12)OB(O)O